C(C)OC(C[N+](=O)[O-])=O.C(#N)C1=C(C=CC(=C1)C(F)(F)F)N1CCC(CC1)(C(=O)N[C@@H]1CN(CC1)C)C=1C=C(C(=NC1)C=1C(=NC=C(C1)F)OC)F 1-[2-cyano-4-(trifluoromethyl)phenyl]-4-{3,5'-difluoro-2'-methoxy-[2,3'-bipyridine]-5-yl}-N-[(3S)-1-methylpyrrolidin-3-yl]piperidine-4-carboxamide ethyl-Nitroacetate